ClCC1=CC2=C(C=N1)CC1(C(N=C(O1)N1CCC3(CC1)OCC1=C3C=CC=C1)=O)C2 3-(chloromethyl)-2'-(1'H,3H-spiro[2-benzofuran-1,4'-piperidin]-1'-yl)-5,7-dihydro-4'H-spiro[cyclopenta[c]pyridine-6,5'-[1,3]oxazol]-4'-one